4-BROMOTHIOPHENE-2-CARBOXALDEHYDE BrC=1C=C(SC1)C=O